FC(F)(F)C1C(=C(C=CC1(N)N)C1=CC=CC=C1)C(F)(F)F bistrifluoromethyl-4,4-biphenyldiamine